O[C@@H]1[C@H](O[C@H]([C@@H]([C@H]1O)O)OC1=CC=C(C=C1)C(C)C1(C(C=2CCC(OC2C2=C1C=CC=C2)(C)C)=O)O)C(=O)O (2S,3S,4S,5R,6S)-3,4,5-trihydroxy-6-(4-(1-(6-hydroxy-2,2-dimethyl-5-oxo-3,4,5,6-tetrahydro-2H-benzo[h]chromen-6-yl)ethyl)phenoxy)tetrahydro-2H-pyran-2-carboxylic acid